1,5-dimethyl-7-oxo-4,5,6,7-tetrahydro-1H-pyrazolo[3,4-c]Pyridine-3-carboxylic acid ethyl ester C(C)OC(=O)C1=NN(C=2C(NC(CC21)C)=O)C